methyl 2-carboxy-α-cyanocinnamate C(=O)(O)C1=C(C=C(C(=O)OC)C#N)C=CC=C1